2-chloro-9,10-bis(n-propylcarbonyloxy)anthracene ClC1=CC2=C(C3=CC=CC=C3C(=C2C=C1)OC(=O)CCC)OC(=O)CCC